C=[N+]1C(CNC2=C1C(=O)NC(=N2)N)CN Methylenetetrahydromethanopterin